CC1=CC=C(C=C1)C1N(CCNC1)C(=O)C1=C(C=C(C=C1)NC(=O)C1CC1)N1CCCC1 N-[4-[2-(4-methylphenyl)piperazine-1-carbonyl]-3-pyrrolidin-1-ylphenyl]cyclopropanecarboxamide